para-sec-butyl-(methyl)styrene C(C)(CC)C1=CC=C(C=CC)C=C1